(S)-quinuclidin-3-yl (5-(2-fluoro-5-isopropoxyphenyl)-2,2-dimethyl-2,3-dihydro-1H-inden-1-yl)carbamat FC1=C(C=C(C=C1)OC(C)C)C=1C=C2CC(C(C2=CC1)NC(O[C@@H]1CN2CCC1CC2)=O)(C)C